FC(C1=C2CCNCC2=CC=C1)(F)F 5-(trifluoromethyl)-1,2,3,4-tetrahydroisoquinoline